3-methyl-1-p-toluenesulfonyl-2,5-dihydro-1H-pyrrole CC=1CN(CC1)S(=O)(=O)C1=CC=C(C)C=C1